FC(C1=CC=C(C=C1)[C@]12[C@](C3=C(C=NC=C3OC)O1)([C@@H]([C@@H]([C@H]2C2=CC=CC=C2)C(=O)OC)O)O)F |r| rac-methyl (4bS,5R,6R,7S,7aR)-7a-(4-(difluoromethyl)phenyl)-4b,5-dihydroxy-4-methoxy-7-phenyl-4b,6,7,7a-tetrahydro-5H-cyclopenta[4,5]furo[2,3-c]pyridine-6-carboxylate